(S)-2-(3-chloro-4-((3,5-difluoropyridin-2-yl)methoxy-d2)-5',6-dimethyl-2-carbonyl-2H-[1,4'-bipyridin]-2'-yl)-8,8-dimethyl-5,8-dihydro-1,6-naphthyridin-7(6H)-one ClC=1C(N(C(=CC1OC([2H])([2H])C1=NC=C(C=C1F)F)C)C1=CC(=NC=C1C)C1=NC=2C(C(NCC2C=C1)=O)(C)C)=C=O